ClC=1C=C(C=C(C1OC1=C(C=C(C=C1C)NC(C1=CC(=CC(=C1)OC)F)=O)C)Cl)NC(CCC(=O)OC)=O methyl 4-((3,5-dichloro-4-(4-(3-fluoro-5-methoxybenzoylamino)-2,6-dimethylphenoxy) phenyl) amino)-4-oxobutanoate